CN(C)C(N(C)C)=[O+]N1N=NC=2C1=NC=CC2 bis(dimethylamino)methylene-(triazolo[4,5-b]pyridin-3-yl)oxonium